2,6-di(tert-butyl)4-methyl-phenol C(C)(C)(C)C1=C(C(=CC(=C1)C)C(C)(C)C)O